Cl.NCC1CCN(CC1)C(=O)OCC1=CC=CC=C1 benzyl 4-(aminomethyl)piperidine-1-carboxylate hydrochloride